2-(2,6-Dioxo-3-piperidinyl)-4-[(6-methyl-4-phenoxy-3-pyridinyl)amino]isoindoline-1,3-dione O=C1NC(CCC1N1C(C2=CC=CC(=C2C1=O)NC=1C=NC(=CC1OC1=CC=CC=C1)C)=O)=O